(5-amino-1-{6-[(2,6-difluorophenyl)oxy]-4-methylpyridin-3-yl}pyrazol-4-yl)[6-(azetidin-3-yl)-5,6,7,8-tetrahydro-1H-pyrrolo[2,3-e]pyrido[3,4-b]pyridin-2-yl]methanone NC1=C(C=NN1C=1C=NC(=CC1C)OC1=C(C=CC=C1F)F)C(=O)C1=CC2=C(C=C3C(=N2)CN(CC3)C3CNC3)N1